O=C1NC(CCC1N1C(C2=CC=C(C=C2C1)SCCCCCCCN1CCN(CC1)C1=NC=C(C(=O)N2CCC(CC2)CCCCNC(\C=C\C=2C=NC=CC2)=O)C=C1)=O)=O (E)-N-(4-(1-(6-(4-(7-((2-(2,6-dioxopiperidin-3-yl)-1-oxoisoindolin-5-yl)thio)heptyl)piperazin-1-yl)nicotinoyl)piperidin-4-yl)butyl)-3-(pyridin-3-yl)acrylamide